6-fluoropyridin-3-yl-3-(trifluoromethyl)-4,5,6,7-tetrahydro-1H-indol-4-ol FC1=CC=C(C=N1)N1C=C(C=2C(CCCC12)O)C(F)(F)F